6-(5-chloro-2-(4-(trimethylsilyl)-1H-1,2,3-triazol-1-yl)phenyl)-5-methylpyrimidin-4-ol ClC=1C=CC(=C(C1)C1=C(C(=NC=N1)O)C)N1N=NC(=C1)[Si](C)(C)C